COC1=CC=C(C=C1)N1N=C(C=C1C(=O)N(C1CCN(CC1)N1C(COCC1)=O)C)C(=O)N 1-(4-Methoxyphenyl)-N5-methyl-N5-(1-(3-oxomorpholino)piperidin-4-yl)-1H-pyrazole-3,5-dicarboxamide